C1=CC=CC=2C3=CC=CC=C3C(C12)COC(=O)N([C@H](C(=O)O)CC1=C(C=CC=C1)OC)C (2S)-2-[9H-fluoren-9-ylmethoxycarbonyl(methyl)amino]-3-(2-methoxyphenyl)propanoic acid